3-(5-((2-(ethylamino)cyclopentyl)amino)-1-oxoisoindolin-2-yl)piperidine-2,6-dione C(C)NC1C(CCC1)NC=1C=C2CN(C(C2=CC1)=O)C1C(NC(CC1)=O)=O